(2R,4S)-4-fluoro-2-formylpyrrolidine-1-carboxylic acid tert-butyl ester C(C)(C)(C)OC(=O)N1[C@H](C[C@@H](C1)F)C=O